FC(C1=NC=CC(=C1)C1=NOC(=C1)[C@H](C)NC(=O)N1CCCCC1)(F)F (S)-N-(1-(3-(2-(trifluoromethyl)pyridin-4-yl)isoxazol-5-yl)ethyl)piperidine-1-carboxamide